C(#C)C1=CC=C(C=C1)OC 1-ethynyl-4-methoxy-benzene